Cl.CN[C@H](CC(C)C)C(=O)O methyl-D-leucine hydrochloride